OC(=O)C(F)(F)F.C(C=C)(=O)N1CCC(CC1)OC=1C=C2C(=NC=NC2=CC1OC)NC(C1=CC=C(C=C1)F)=O N-(6-((1-acryloylpiperidin-4-yl)oxy)-7-methoxyquinazolin-4-yl)-4-fluorobenzamide TFA salt